dipropyl 2-bromobicyclo[1.1.1]pentane-1,3-dicarboxylate BrC1C2(CC1(C2)C(=O)OCCC)C(=O)OCCC